FCC(CCN1C=2N=C(NC(C2N=C1)=O)N)CO 9-(4-fluoro-3-(hydroxymethyl)butyl)guanine